CN1C2=C(CCC(C1=O)NC(=O)C1=NC=CC(=C1)OC1=CC=CC=C1)C=CC(=C2)N2CC1(C2)CCOCC1 N-(1-methyl-2-oxo-8-(7-oxa-2-azaspiro[3.5]nonan-2-yl)-2,3,4,5-tetrahydro-1H-benzo[b]azepin-3-yl)-4-phenoxypyridine-2-carboxamide